ClC1=C(C(=CC=C1)Cl)CC(=O)NC1=CC(=NC=C1)N(C(C)=O)C1=CC(=CC=C1)C(F)F N-{4-[2-(2,6-dichlorophenyl)acetylamino]pyridin-2-yl}-N-[3-(difluoromethyl)phenyl]acetamide